6-[2-cyano-3-[[ethyl(methyl)sulfamoyl]amino]-6-fluoro-phenoxy]-3-[(3s)-8-[4-[4-[(2,6-dioxo-3-piperidyl)amino]-2-fluoro-phenyl]cyclohexyl]-8-azaspiro[4.5]decan-3-yl]-4-oxo-quinazoline C(#N)C1=C(OC=2C=C3C(N(C=NC3=CC2)[C@H]2CCC3(C2)CCN(CC3)C3CCC(CC3)C3=C(C=C(C=C3)NC3C(NC(CC3)=O)=O)F)=O)C(=CC=C1NS(N(C)CC)(=O)=O)F